C(CCCCC)C1=C(C(C)=CC(=C1N)CCCCCC)N 3,5-dihexyl-2,4-toluenediamine